2',3',4',5'-tetrahydro-[1,1'-biphenyl]-3-amine C1(=CC(=CC=C1)N)C=1CCCCC1